(1R,2S,6S)-9-hydroxy-2,6-dimethyl-8,10-dioxo-N-(2,4,6-trifluorobenzyl)-3,4,5,6,8,10-hexahydro-2H-1,7-methanopyrido[1,2-b][1,2,5]triazecine-11-carboxamide OC=1C(C(=CN2N3[C@H](CCC[C@@H](N(C(C21)=O)C3)C)C)C(=O)NCC3=C(C=C(C=C3F)F)F)=O